3,3-difluoro-N-{4-fluoro-3-[5-(3-fluoroazetidin-1-yl)-2H-pyrazolo[3,4-b]pyridin-2-yl]phenyl}azetidine-1-carboxamide FC1(CN(C1)C(=O)NC1=CC(=C(C=C1)F)N1N=C2N=CC(=CC2=C1)N1CC(C1)F)F